FC=1C=C(C=CC1)C1CCN2N1C(C(C2)(CCC)C)=O 3-(3-fluorophenyl)-6-methyl-6-propyl-1,2,3,7-tetrahydropyrazolo[1,2-a]pyrazol-5-one